O1C(=CC=C1)COC(CC=1N(C2=CC=CC=C2C1CC=C)C)=O 2-(3-allyl-1-methyl-1H-indol-2-yl)acetic acid furan-2-ylmethyl ester